C(C)(C)N(S(=O)(=O)NC=1C=CC2=C(C(=CO2)C=2CC3CCCCN3CC2)C1)C(C)C 5-(N,N-diisopropylaminosulfonyl)amino-3-(1,4,5,6,7,8,9-heptahydroquinolizin-2-yl)-benzofuran